tert-Butyl-(3S)-3-methyl-6-[2-[(3S)-1-methylpyrrolidin-3-yl]indazol-5-yl]-3,4-dihydro-2H-pyridine C(C)(C)(C)C1NC(=CC[C@@H]1C)C1=CC2=CN(N=C2C=C1)[C@@H]1CN(CC1)C